(4-methylbenzylidene)-2-(4-(dimethylamino)styryl)oxazol-5(4H)-one CC1=CC=C(C=C2N=C(OC2=O)C=CC2=CC=C(C=C2)N(C)C)C=C1